[IH2+].F[P-](F)(F)(F)(F)F hexafluorophosphate iodonium salt